CC1(CNC=2C1=NC=CC2)C 3,3-dimethyl-2,3-dihydro-1H-pyrrolo[3,2-b]Pyridine